CC1CC=C(NC1)C1=CC2=C3N(N=C2C=C1)CCNC3=O 9-(5-methyl-1,4,5,6-tetrahydropyridin-2-yl)-3,4-dihydropyrazino[1,2-b]indazol-1(2H)-one